8-(4-{7-[{[1-(Methoxymethyl)cyclobutyl]methyl}(methyl)amino]-5-[5-(trifluoromethyl)pyridin-3-yl]-1H-imidazo[4,5-b]pyridin-2-yl}phenyl)-1-oxa-2,8-diazaspiro[4.5]dec-2-en COCC1(CCC1)CN(C1=C2C(=NC(=C1)C=1C=NC=C(C1)C(F)(F)F)N=C(N2)C2=CC=C(C=C2)N2CCC1(CC=NO1)CC2)C